C1(CC1)S(=O)(=O)NC12CC(C1)(C2)Cl N-cyclopropanesulfonyl-3-chlorobicyclo[1.1.1]pentylamine